ClC1=CC=C(C=C1)C(C(=O)C=1C=CC(=NC1)NC(OC(C)(C)C)=O)(C)C Tert-Butyl N-[5-[2-(4-chlorophenyl)-2-methyl-propionyl]-2-pyridyl]carbamate